5-trifluoromethyl-[1,3,4]thiadiazol-2-ylamine FC(C1=NN=C(S1)N)(F)F